C(C)SC=1C(=NC=C(C1)C=C)C1=NC=2N(C=C1)N=C(C2)C(F)(F)F 5-(3-(ethylsulfanyl)-5-vinylpyridin-2-yl)-2-(trifluoromethyl)pyrazolo[1,5-a]pyrimidine